ClC=1C=C(NC2(CCC3([C@H](CC4=CC=CC=C34)C[C@H](COC3=CC(=NC=4CCCC(C34)C)C)C)CC2)C(=O)O)C=CC1 (1r,2'S,4S)-4-(3-chloroanilino)-2'-{(2R)-3-[(2,5-dimethyl-5,6,7,8-tetrahydroquinolin-4-yl)oxy]-2-methylpropyl}-2',3'-dihydrospiro[cyclohexane-1,1'-indene]-4-carboxylic acid